FC1=CC=C(C=C1)NC(=O)C1(CC1)C(=O)NC1=CC=C(OC2=CC=NC3=CC(=CC=C23)NC(OC)=O)C=C1 methyl N-[4-[4-[[1-[(4-fluorophenyl)carbamoyl] cyclopropanecarbonyl] amino]phenoxy]quinolin-7-yl]carbamate